COC1=CC=C(C=N1)OC1CCN(CC1)C1=C(C=C(N=N1)C(=O)N)C 6-(4-((6-methoxypyridin-3-yl)oxy)piperidin-1-yl)-5-methylpyridazine-3-carboxamide